9-[3,5-bis(2-dibenzofuran-yl)phenyl]-9H-carbazole C1=C(C=CC=2OC3=C(C21)C=CC=C3)C=3C=C(C=C(C3)C3=CC2=C(OC1=C2C=CC=C1)C=C3)N3C1=CC=CC=C1C=1C=CC=CC31